(1-(tert-butoxycarbonyl)pyrrolidin-3-yl)boronic acid C(C)(C)(C)OC(=O)N1CC(CC1)B(O)O